(S)-2-((1-phenylethyl)amino)pyrimidine-4-carboxylic acid C1(=CC=CC=C1)[C@H](C)NC1=NC=CC(=N1)C(=O)O